pentenamine C(=CCCC)N